N-(5-chloro-6-(5-((dimethylamino)methyl)-1H-1,2,3-triazol-1-yl)pyridin-3-yl)-1-(quinolin-5-yl)-5-(trifluoromethyl)-1H-pyrazole-4-carboxamide ClC=1C=C(C=NC1N1N=NC=C1CN(C)C)NC(=O)C=1C=NN(C1C(F)(F)F)C1=C2C=CC=NC2=CC=C1